2-(6-Phenyl-2-azaspiro[3.3]heptane-2-carbonyl)-7-oxa-5-azaspiro[3.4]octan-6-one C1(=CC=CC=C1)C1CC2(CN(C2)C(=O)C2CC3(C2)NC(OC3)=O)C1